C(#N)C1=CC=C(C=C1)CC(C)[Te]C 1-cyano-4-(2-methyltelluro-propyl)benzene